C([C@@H]([C@@H](C(=O)[O-])O)O)C(=O)C(=O)[O-] The molecule is dicarboxylate anion of 2-dehydro-3-deoxy-D-glucaric acid; major species at pH 7.3. It is a conjugate base of a 2-dehydro-3-deoxy-D-glucaric acid.